BrC1=CC2=C(N(C(N2CC2=CC=C(C=C2)C=2OC(=NN2)C(F)F)=O)C2CCNCC2)C=C1 5-bromo-3-(4-(5-(difluoromethyl)-1,3,4-oxadiazole-2-yl)benzyl)-1-(piperidine-4-yl)-1,3-dihydro-2H-benzo[d]imidazole-2-one